O[C@H](C)C1=NC=2C(=C3C(=NC2)N(C=C3)S(=O)(=O)C3=CC=CC=C3)N1C1CN(CC1)[C@@H](C#N)C (R)-3-(2-((R)-1-hydroxyethyl)-6-(phenylsulfonyl)imidazo[4,5-d]pyrrolo[2,3-b]pyridin-1(6H)-yl)pyrrolidin-1-yl-propanenitrile